2-meth-ylpropionic acid CC(C(=O)O)C